COC1=CC=C(C=C1)C=1N=C(SC1)NC1=CC=C(C=C1)S(=O)(=O)C (4-methoxyphenyl)-N-(4-(methylsulfonyl)phenyl)thiazol-2-amine